4-(8-(3,4-difluorophenyl)-3,8-diazabicyclo[3.2.1]octane-3-carbonyl)-6-nitroquinoline FC=1C=C(C=CC1F)N1C2CN(CC1CC2)C(=O)C2=CC=NC1=CC=C(C=C21)[N+](=O)[O-]